IC1=CC=NC(=C1C(=O)NC1=CC=C(C=C1)N1CCN(CC1)C(=O)OC(C)(C)C)OC tert-butyl 4-(4-(4-iodo-2-methoxynicotinamido)phenyl)piperazine-1-carboxylate